FC=1C=C(C=C(C#N)S(=O)(=O)C2=CC=CC=C2)C=CC1F 3,4-difluoro-alpha-benzenesulfonyl-cinnamonitrile